ClC1=CC=C(C(=N1)C(=O)O)N[C@H](C)C=1C=C(C=C2C(C(=C(OC12)C1=CC(=C(C=C1)F)F)C)=O)C(F)(F)F 6-Chloro-3-[[(1R)-1-[2-(3,4-difluorophenyl)-3-methyl-4-oxo-6-(trifluoromethyl)-chromen-8-yl]ethyl]amino]pyridine-2-carboxylic acid